(S)-2-((S)-3,3-Difluorocyclopentyl)-2-(4-(2-methyl-2H-tetrazol-5-yl)phenyl)-N-(3-(trifluoromethyl)phenyl)acetamide FC1(C[C@H](CC1)[C@H](C(=O)NC1=CC(=CC=C1)C(F)(F)F)C1=CC=C(C=C1)C=1N=NN(N1)C)F